alpha-methyl-cyclopentylalanine CC(NC1CCCC1)(C)C(=O)O